C1(CC1)[C@@H](CC(=O)NC[C@H](CC1=C(C=C(C(=O)N)C=C1C)C)N(C)C)C1=CC=CC=C1 4-((S)-3-((R)-3-cyclopropyl-3-phenylpropanamido)-2-(dimethylamino)propyl)-3,5-dimethylbenzamide